CC(CN1N=C(C=C1)S(=O)(=O)N)(C)B1OC(C(O1)(C)C)(C)C 1-(2-methyl-2-(4,4,5,5-tetramethyl-1,3,2-dioxaborolan-2-yl)propyl)-1H-pyrazole-3-sulfonamide